(S)-2-(2-(2-bromophenyl)pyrrolidin-1-yl)-7-azaspiro[3.5]Nonane-7-carboxylic acid tert-butyl ester C(C)(C)(C)OC(=O)N1CCC2(CC(C2)N2[C@@H](CCC2)C2=C(C=CC=C2)Br)CC1